C(C)(=O)C=1C=NC=CC1NC(C1=C(C=C(C(=C1)F)C(F)(F)F)OC1=C(C(=C(C=C1)F)F)OC)=O N-(3-acetyl-4-pyridinyl)-2-(3,4-difluoro-2-methoxy-phenoxy)-5-fluoro-4-(trifluoromethyl)benzamide